(S)-1-(1-(1H-imidazol-5-yl)ethyl)-4-(ethyl(methyl)amino)-7-(trifluoromethyl)quinazolin-2(1H)-one N1C=NC=C1[C@H](C)N1C(N=C(C2=CC=C(C=C12)C(F)(F)F)N(C)CC)=O